C(C)(=O)N1CCN(CC1)C1=CC=CC=2N(C=NC21)C(=O)NCCCC(F)(F)F 4-(4-Acetylpiperazin-1-yl)-N-(4,4,4-trifluorobutyl)-1H-benzo[d]imidazole-1-carboxamide